[N+](=O)([O-])[O-].[Mn+2].[N+](=O)([O-])[O-] manganese nitrate